Cl.N1CCC(CC1)OC=1C=C(C=CC1)C1=C2C(=NO1)C=CC(=C2)C2=NN=NN2 3-(3-(piperidin-4-yloxy)phenyl)-5-(1H-tetrazol-5-yl)benzo[c]isoxazole hydrogen chloride salt